N1(C=NC=C1)C(=O)OC(C)(C)C tert-butyl 1H-imidazole-1-carboxylate